3-[3-methyl-4-[(2R,3R,4S,5S,6S)-3,4,5-trihydroxy-6-(hydroxymethyl)tetrahydropyran-2-yl]oxy-phenyl]-N-(4-pyridyl)benzamide CC=1C=C(C=CC1O[C@H]1O[C@H]([C@H]([C@@H]([C@H]1O)O)O)CO)C=1C=C(C(=O)NC2=CC=NC=C2)C=CC1